CC=1N=CN(C1)C1=CC(=CC(=C1)C(F)(F)F)[N+](=O)[O-] 4-methyl-1-(3-nitro-5-(trifluoromethyl)phenyl)-1H-imidazole